3,6-dihydro-2H-1,2,6-thiadiazine-4-carboxylate 1,1-dioxide S1(NCC(=CN1)C(=O)[O-])(=O)=O